C(C)OC(=O)[C@@H]1OC(O[C@H]1C(=O)OCC)(C)C.BrC1=CC(=CC=C1)C1CC1 1-bromo-3-cyclopropyl-benzene diethyl-(4R,5R)-2,2-dimethyl-1,3-dioxolane-4,5-dicarboxylate